3-((1-(4,4-difluorocyclohexyl)-5-methyl-4-nitro-1H-pyrazol-3-yl)oxy)propan-1-ol FC1(CCC(CC1)N1N=C(C(=C1C)[N+](=O)[O-])OCCCO)F